CC1=CC=C(C=C1)S(=O)C2=CC=C(C=C2)C 4,4'-dimethyldiphenylsulfoxide